C(#N)C1=C(C(=CC=C1OC)F)S(=O)(=O)N(C)C 2-cyano-6-fluoro-3-methoxy-N,N-dimethyl-benzenesulfonamide